2-{3-[3-(benzo[b]naphtho[1,2-d]furan-6-yl)phenyl]phenyl}-4,6-diphenyl-1,3,5-triazin C1=CC=CC=2C=C(C3=C(C4=C(O3)C=CC=C4)C12)C=1C=C(C=CC1)C=1C=C(C=CC1)C1=NC(=NC(=N1)C1=CC=CC=C1)C1=CC=CC=C1